C(C)(C)(C)OC(CC(=O)C1=CC2=C(S1)C=C(C(=C2)Br)OCOC)=O 3-(5-bromo-6-(methoxymethoxy)benzo[b]thiophen-2-yl)-3-oxopropanoic acid tert-butyl ester